FC1(CCC(CC1)(C)CNC(C(=O)NC1=CNC2=CC(=C(C=C12)F)F)=O)F N1-((4,4-difluoro-1-methylcyclohexyl)methyl)-N2-(5,6-difluoro-1H-indol-3-yl)oxalamide